ClC(OC1=CC=C(C=C1)NC(=O)C1=CC=2C3C(N(C2C(=C1)C1=CC=NN1)C(C)C)C(CC3)NC(=O)C3CN(C3)C)(F)F N-(4-(chlorodifluoromethoxy)phenyl)-4-isopropyl-3-(1-methylazetidine-3-carboxamido)-5-(1H-pyrazol-5-yl)-1,2,3,3a,4,8b-hexahydrocyclopenta[b]indole-7-carboxamide